(R)-(6,7-dichloro-1-methyl-9-(prop-1-yn-1-yl)-1,3,4,5-tetrahydro-2H-pyrido[4,3-b]indol-2-yl)(5-methoxypyrimidin-2-yl)methanone ClC1=C(C=C(C=2C3=C(NC12)CCN([C@@H]3C)C(=O)C3=NC=C(C=N3)OC)C#CC)Cl